N-stearoyl-glutamic acid didodecyl amid C(CCCCCCCCCCC)N(C([C@@H](NC(CCCCCCCCCCCCCCCCC)=O)CCC(=O)O)=O)CCCCCCCCCCCC